FC(CO)(F)C=1C=C(C=CC1)[C@@H](C)NC(=O)C1=NN(C(C=C1)=O)C1=CC(=CC=C1)NS(=O)(=O)C (R)-N-(1-(3-(1,1-difluoro-2-hydroxyethyl)phenyl)ethyl)-1-(3-(methylsulfonamido)phenyl)-6-oxo-1,6-dihydropyridazine-3-carboxamide